Sodium 6-methyl-5,8-dioxo-5,6,7,8-tetrahydrobenzo[b][1,4]dioxine-6-sulfonate CC1(C(C2=C(OC=CO2)C(C1)=O)=O)S(=O)(=O)[O-].[Na+]